C(O)C1=CC=C(C=C1)C1=CC=C(C=C1)CO bis(methylol)biphenyl